C(C#C)NC(C1=CC=CC=C1)=O N-(prop-2-yn-1-yl)benzamide